CCCCCCCCCCCCCCCCCCCCC(C(=O)O)O Hydroxydocosanoic Acid